CN(CCN1[C@@H](CCC1)C=1C=NC=CC1)C (S)-1-(2-dimethylaminoethyl)-2-(3-pyridinyl)pyrrolidine